4-(4-((1-propenoylazetidin-3-yl)ethynyl)phenyl)-6-(1-methyl-1H-pyrazol-4-yl)pyrazolo[1,5-a]pyridine-3-carbonitrile C(C=C)(=O)N1CC(C1)C#CC1=CC=C(C=C1)C=1C=2N(C=C(C1)C=1C=NN(C1)C)N=CC2C#N